C(C)(C)NC=1C=CC(N(C1)C)=O 5-(isopropylamino)-1-methylpyridin-2(1H)-one